C(#N)C=1C(=CC(=C2C=NN(C12)CC1=CC=C(C=C1)OC)C1=CCCC1)C1=CC=C(CC=2C(=C(C(=O)N)C=CC2)OC)C=C1 (4-(7-cyano-4-(cyclopent-1-en-1-yl)-1-(4-methoxybenzyl)-1H-indazol-6-yl)benzyl)-2-methoxybenzamide